(S)-2-((4-(6-(cyclohexylmethoxy)pyridin-2-yl)piperazin-1-yl)methyl)-1-(oxetan-2-ylmethyl)-1H-benzo[d]imidazole-6-carboxylic acid C1(CCCCC1)COC1=CC=CC(=N1)N1CCN(CC1)CC1=NC2=C(N1C[C@H]1OCC1)C=C(C=C2)C(=O)O